BrC=1C=2C3=C(NC2C(=C(C1)Cl)Cl)CCNC(C3C)=O 10-Bromo-7,8-dichloro-1-methyl-3,4,5,6-tetrahydroazepino[4,5-b]indol-2(1H)-one